CN1CC2=C(CC1)N=C(S2)Br 4,5,6,7-tetrahydro-5-methyl-2-bromothiazolo[5,4-c]pyridine